2-(6-methyl-4-(trifluoromethyl)pyridin-2-yl)-3-(5-(m-tolyl)-1,3,4-oxadiazol-2-yl)hexahydrocyclopenta[c]pyrrol-1(2H)-one CC1=CC(=CC(=N1)N1C(C2C(C1C=1OC(=NN1)C=1C=C(C=CC1)C)CCC2)=O)C(F)(F)F